1-hydroxyethyl-2,3-dimethylimidazole chloride salt [Cl-].OC(C)C=1N(C(=NC1)C)C